BrC=1C=C(C=C(C1)N(C1=CC=CC=C1)C1=CC(=CC(=C1)C(C)(C)C)C(C)(C)C)O 3-bromo-5-((3,5-di-tert-butylphenyl)(phenyl)amino)phenol